9,9-bis(perfluorobutyl)-9H-fluorene FC(C(C(C(F)(F)F)(F)F)(F)F)(C1(C2=CC=CC=C2C=2C=CC=CC12)C(C(C(C(F)(F)F)(F)F)(F)F)(F)F)F